3-[2-[4-(7,8-dichloro-4-oxo-chromen-2-yl)phenoxy]ethoxy]cyclobutanecarboxylic acid ClC1=CC=C2C(C=C(OC2=C1Cl)C1=CC=C(OCCOC2CC(C2)C(=O)O)C=C1)=O